ClC1=C2C(N3C(=NC2=CC=C1)C(C1=C(C=CC=C13)Cl)=O)=O 1,7-dichloroindolo[2,1-b]quinazoline-6,12-dione